N(=C=O)CC1=C(C=CC=C1)CN=C=O bis(isocyanatomethyl)-benzene